COC1=NC=NC(=C1C=1OC2=C(N1)C=CC=C2CC2=CC=C(C=C2)C=2N(C=C(N2)C(F)(F)F)C)OC 2-(4,6-dimethoxypyrimidin-5-yl)-7-(4-(1-methyl-4-(trifluoromethyl)-1H-imidazol-2-yl)benzyl)benzo[d]oxazole